N(=[N+]=[N-])CC12OC3CC(CC(C1)C3)C2 1-(azidomethyl)-2-oxatricyclo[3.3.1.13,7]decane